N1=CN=CC2=C1CC1=C2C=CN=C1 pyrido[4',3':3,4]cyclopenta[1,2-d]pyrimidine